O=S1(NC(CN1)=O)=O 1,1-dioxo-1,2,5-thiadiazolidin-3-one